C(C)C1=NN(C(N1C)=O)C1=CC(=C(C#N)C=C1F)F 4-(3-ethyl-4-methyl-5-oxo-4,5-dihydro-1H-1,2,4-triazol-1-yl)-2,5-difluorobenzonitrile